alpha-fluoropalmitic acid FC(C(=O)O)CCCCCCCCCCCCCC